ClCC(=O)NC1=C(C(=O)O)C=CC=N1 2-(2-chloroacetamido)nicotinic acid